C(#N)C=1C=C(C=NC1N1N=CC=N1)NC(=O)C=1C=NN(C1C(F)(F)F)C1=C2N=CC=NC2=CC=C1 N-(5-cyano-6-(2H-1,2,3-triazol-2-yl)pyridin-3-yl)-1-(quinoxalin-5-yl)-5-(trifluoromethyl)-1H-pyrazole-4-carboxamide